COC=1C=C(CN(C2=CC(=NC=C2)COCCN2CCOCC2)CC2=CC(=CC=C2)OC)C=CC1 N,N-bis(3-methoxybenzyl)-2-((2-morpholinoethoxy)methyl)pyridin-4-amine